2,6-dihydroxythianthrene OC1=CC=2SC3=CC=CC(=C3SC2C=C1)O